CC1(C2=CC(=CC=C2C(C=2C3=C(OC21)C=CC=C3)=O)N3CCOCC3)C 6,6-Dimethyl-8-morpholin-4-yl-6H-benzo[b]naphtho[2,3-d]furan-11-one